C(C)OC(CCCCCCCC1C(C1)C(CCCCCCCCCCCCCCCC)N(C)C)=O ethyl-8-{2-[l-1-(dimethylamino)heptadecyl]cyclopropyl}octanoate